(E)-6-((6-(2-(5-Cyclopropyl-3-(2-(trifluoromethyl)phenyl)isoxazol-4-yl)vinyl)spiro[3.3]heptan-2-yl)methoxy)-4-(4-methylpiperazin-1-yl)chinolin C1(CC1)C1=C(C(=NO1)C1=C(C=CC=C1)C(F)(F)F)/C=C/C1CC2(CC(C2)COC=2C=C3C(=CC=NC3=CC2)N2CCN(CC2)C)C1